1-cyclohexyl-3-(2,6-dimethylphenyl)-7-(4-(4-methylpiperazin-1-yl)phenylamino)-3,4-dihydropyrimido[4,5-d]pyrimidin-2(1H)-one C1(CCCCC1)N1C(N(CC=2C1=NC(=NC2)NC2=CC=C(C=C2)N2CCN(CC2)C)C2=C(C=CC=C2C)C)=O